3,7-diaminophenothiazine NC=1C=CC=2NC3=CC=C(C=C3SC2C1)N